Methyl 2,3-bis(hydroxymethyl)-5-phenyl-7-oxabicyclo[2.2.1]hepta-2,5-diene-6-carboxylate OCC=1C2C(=C(C(C1CO)O2)C2=CC=CC=C2)C(=O)OC